2-(4-(3-bromo-1H-pyrazolo[3,4-d]pyrimidin-4-yl)piperazin-1-yl)-2-(4-chlorophenyl)-N,N-dimethylethan-1-amine BrC1=NNC2=NC=NC(=C21)N2CCN(CC2)C(CN(C)C)C2=CC=C(C=C2)Cl